COC(=O)C1CC=C(CC1)C1=CC2=C(N=C(N=C2O)C)C=N1 4-(4-Hydroxy-2-methylpyrido[3,4-d]pyrimidin-6-yl)cyclohex-3-ene-1-carboxylic acid methyl ester